P(=O)(O)(O)C(C)(C)N(C(C)(C)P(=O)(O)O)C(C)(C)P(=O)(O)O N,N,N-tris(2-phosphonopropan-2-yl)amine